C1(CC1)C=1OC=C(N1)C1=CC(=NC=C1)N(C(=O)[C@@H]1CC[C@H](CC1)CN(C([O-])=O)CC(CC)O)C[C@@H]1CC[C@H](CC1)C1=NC(=C(C=C1)OC)C trans-4-((4-(2-Cyclopropyloxazol-4-yl)pyridin-2-yl)((trans-4-(5-methoxy-6-methylpyridin-2-yl)cyclohexyl)methyl)carbamoyl)cyclohexyl(2-hydroxybutyl)(methyl)carbamate